ClC1=C(C=C(C=C1)C=1CCC(N(N1)C=1C2=C(N=CN1)C=CS2)C)OC 4-[6-(4-chloro-3-methoxy-phenyl)-3-methyl-4,5-dihydro-3H-pyridazin-2-yl]thieno[3,2-d]pyrimidine